(1,1'-biphenyl-4-yl)-phenylamine C1(=CC=C(C=C1)NC1=CC=CC=C1)C1=CC=CC=C1